Isobutyl 3-(1-((1-(4-(3-acetylphenoxy)-3-isopropylbenzyl)piperidin-4-yl)methyl)-1H-1,2,3-triazol-4-yl)-5-fluoro-1H-indol-2-carboxylat C(C)(=O)C=1C=C(OC2=C(C=C(CN3CCC(CC3)CN3N=NC(=C3)C3=C(NC4=CC=C(C=C34)F)C(=O)OCC(C)C)C=C2)C(C)C)C=CC1